tert-butyl (R)-(1-(4-(4-((1-(tert-butyl)-1H-1,2,3-triazole-4-carboxamido)methyl)-3-methylphenyl)-5-cyanopyridin-3-yl)piperidin-3-yl)(methyl)carbamate C(C)(C)(C)N1N=NC(=C1)C(=O)NCC1=C(C=C(C=C1)C1=C(C=NC=C1C#N)N1C[C@@H](CCC1)N(C(OC(C)(C)C)=O)C)C